α-glycidoxyethyl-tripropoxysilane C(C1CO1)OC(C)[Si](OCCC)(OCCC)OCCC